C1(CN2C3=C(C=CC=C13)CCCC2=O)=O 2,3,6,7-tetrahydroazepino[3,2,1-hi]indole-1,4-dione